(3R,4R)-1-cyclopropylmethyl-4-{[3-(2,4-difluoro-phenyl)-isoxazole-5-carbonyl]-amino}-piperidine-3-carboxylic acid ((R)-1-pyridin-2-yl-ethyl)-amide N1=C(C=CC=C1)[C@@H](C)NC(=O)[C@@H]1CN(CC[C@H]1NC(=O)C1=CC(=NO1)C1=C(C=C(C=C1)F)F)CC1CC1